N(=[N+]=[N-])[C@]1([C@H]([C@]2(CCS2)[C@@H](O1)N1C(NC(C=C1)=O)=O)O)COP(=O)(OC1=CC=CC=C1)N[C@@H](C(=O)OC(C)C)C isopropyl (2R)-2-[[[(4R,5R,6R,8R)-6-azido-8-(2,4-dioxopyrimidin-1-yl)-5-hydroxy-7-oxa-1-thiaspiro[3.4]octan-6-yl]methoxy-phenoxy-phosphoryl]amino]propanoate